(2S,4S)-di-tert-butyl 4-(tert-butyl)pyrrolidine-1,2-dicarboxylate C(C)(C)(C)[C@@H]1C[C@H](N(C1)C(=O)OC(C)(C)C)C(=O)OC(C)(C)C